tert.-Butyllithium C(C)(C)(C)[Li]